FC(C1=C(OCC2=C(C=C(C=C2)C2C=3C(NC(C2)=O)=NNC3)OC)C=CC(=C1)C(F)F)F (-)-4-(4-{[2,4-bis(difluoromethyl)phenoxy]methyl}-3-methoxyphenyl)-2H,4H,5H,6H,7H-pyrazolo[3,4-b]pyridin-6-one